ClC1=CC=C(C(=N1)C(=O)NS(=O)(=O)C)N[C@H](C)C=1C=C(C=C2C(N(C(=NC12)C=1C=NC(=CC1)OC1CCN(CC1)CC(F)(F)F)C)=O)C (R)-6-chloro-3-((1-(3,6-dimethyl-4-oxo-2-(6-((1-(2,2,2-trifluoroethyl)piperidin-4-yl)oxy)pyridin-3-yl)-3,4-dihydroquinazolin-8-yl)ethyl)amino)-N-(methylsulfonyl)picolinamide